Sodium N-(5,6-dimethyl-1,3-benzothiazol-2-yl)sulfamate CC=1C(=CC2=C(N=C(S2)NS([O-])(=O)=O)C1)C.[Na+]